{[1,1'-binaphthalene]-2,2'-diylbis(oxythianthrene-7,2-diyl)}dimethanol C1(=C(C=CC2=CC=CC=C12)OC=1C=C2SC=3C=CC(=CC3SC2=CC1)CO)C1=C(C=CC2=CC=CC=C12)OC=1C=C2SC=3C=CC(=CC3SC2=CC1)CO